zinc carbonate cadmium [Cd+2].C([O-])([O-])=O.[Zn+2].C([O-])([O-])=O